trioctylphosphine telluride C(CCCCCCC)P(CCCCCCCC)(CCCCCCCC)=[Te]